tert-butyl N-[(3R)-8-fluoro-1,1,4-trioxo-5-[[4-(tetrahydropyran-4-ylmethoxy)phenyl] methyl]-7-(2H-tetrazol-5-yl)-2,3-dihydro-1λ6,5-benzothiazepin-3-yl]carbamate FC1=CC2=C(N(C([C@H](CS2(=O)=O)NC(OC(C)(C)C)=O)=O)CC2=CC=C(C=C2)OCC2CCOCC2)C=C1C=1N=NNN1